(2S,4R)-4-fluoro-1-[2-(5-methyl-2,4-dioxo-1,2,3,4-tetrahydropyrimidin-1-yl)acetyl]-N-[(S)-phenyl[4-(propan-2-yl)phenyl]methyl]pyrrolidine-2-carboxamide F[C@@H]1C[C@H](N(C1)C(CN1C(NC(C(=C1)C)=O)=O)=O)C(=O)N[C@H](C1=CC=C(C=C1)C(C)C)C1=CC=CC=C1